ClC1=CC=CC(=N1)N1N=C2C(=C1)CN(C2)C(=O)OC(C)(C)C tert-butyl 2-(6-chloropyridin-2-yl)-2,6-dihydropyrrolo[3,4-c]pyrazole-5(4H)-carboxylate